C1=C(C=CC2=CC=CC=C12)C1=C(C2=CC=CC=C2C=C1)CC 2-naphthyl-(1-ethylnaphthalene)